C(CCCCCCCCC)[Se] n-decyl-selenium